CCCC#CCl pentynyl chloride